CC1(OB(OC1(C)C)C1=CC=C(O[C@H]2CC[C@H](CC2)OC2CCN(CC2)C(=O)[O-])C=C1)C 4-(((cis)-4-(4-(4,4,5,5-tetramethyl-1,3,2-dioxaborolan-2-yl)phenoxy)cyclohexyl)oxy)piperidine-1-carboxylate